ClC1=C(C=C(OCC(=O)NC23C[C@@H](C(CC2)(CC3)NC(COC3=CC(=CC(=C3)C)C)=O)O)C=C1)F 2-(4-chloro-3-fluorophenoxy)-N-{(3S)-4-[2-(3,5-dimethylphenoxy)acetamido]-3-hydroxybicyclo[2.2.2]octan-1-yl}acetamide